S1C2=C(C=C1C=1SC=CN1)SC=C2 2-(thieno[3,2-b]thien-2-yl)thiazole